Erythronic acid O=C([C@H](O)[C@H](O)CO)O